C1(=CC=CC=C1)C1=C(C(=NN=N1)C=1C(=NC=CC1)C1=C(C=CC=2OC3=C(C21)C=CC=C3)C3=CC=CC=C3)C3=NC=CC=C3C3=CC=CC=C3 [phenyl(phenylpyridinyl)triazinyl](phenyldibenzofuranyl)pyridine